CC1=C(OC=2CCC3=CN(N=C3C21)CC2=NC=CC=C2)C(=O)NCC2CCC(CC2)=O 8-methyl-N-[(Oxocyclohexan-4-yl)methyl]-2-[(pyridin-2-yl)methyl]-4,5-dihydro-2H-furo[2,3-g]indazole-7-carboxamide